O=C1NC(CCC1NC=1C=C(C=CC1)NC(CN1[C@@H](CNCC1)C(F)(F)F)=O)=O N-(3-((2,6-dioxopiperidin-3-yl)amino)phenyl)-2-((S)-2-(trifluoromethyl)piperazin-1-yl)acetamide